N1N=CC2=C(C=CC=C12)CN1N=CC2=C(N(C=3C=C(C=CC23)SC)C)C1=O 3-((1H-indazol-4-yl)methyl)-5-methyl-7-(methylsulfanyl)-3,5-dihydro-4H-pyridazino[4,5-b]indol-4-one